2-(4-aminophenyl)-5-(3-(methylsulfanyl)phenyl)Oxazole-4-carboxylic acid ethyl ester C(C)OC(=O)C=1N=C(OC1C1=CC(=CC=C1)SC)C1=CC=C(C=C1)N